sodium 1-tetradecene-1-sulfonate C(=CCCCCCCCCCCCC)S(=O)(=O)[O-].[Na+]